C(C1=CC=CC=C1)OC=1C(C(=CN2N(CN(C(C21)=O)[C@@H](C)C=C)C(C)(C=C)C)C(=O)NCC2=C(C=C(C=C2F)F)F)=O (S)-5-(benzyloxy)-3-(but-3-en-2-yl)-1-(2-methylbut-3-en-2-yl)-4,6-dioxo-N-(2,4,6-trifluorobenzyl)-2,3,4,6-tetrahydro-1H-pyrido[2,1-f][1,2,4]Triazine-7-carboxamide